ClC1=C(CN2CCCCC2)C=CC(=C1)Cl 1-(2,4-dichlorobenzyl)piperidin